N-(2-chloropyridin-4-yl)acetimidamide ClC1=NC=CC(=C1)NC(C)=N